CN1CC(NCC1)C(=O)O 4-METHYLPIPERAZINE-2-CARBOXYLIC ACID